CC1=CC=CC=C1 (E)-2-methylbenzene